(3-iodopyridin-2-yl)methanol IC=1C(=NC=CC1)CO